2-(4-methyl-piperazin-1-yl)-ethanol CN1CCN(CC1)CCO